N-ethyl-3-carbazol-formaldehyde C(C)N1C2=CC=CC=C2C=2C=C(C=CC12)C=O